CN1N=CC(=C1)NCC1OCC1 1-methyl-N-[(oxetan-2-yl)methyl]-1H-pyrazol-4-amine